FC1=CC2=C(N=C(N=C2)NC2CCN(CC2)S(=O)(=O)C)N(C1=O)[C@H]1C2(CC2)C(CC1)O 6-fluoro-8-((4R)-7-hydroxyspiro[2.4]heptan-4-yl)-2-((1-(methylsulfonyl)piperidin-4-yl)amino)pyrido[2,3-d]pyrimidin-7(8H)-one